tert-butyl 2-[[5-chloro-2-[[2-(2,6-dioxo-3-piperidyl)-4-fluoro-1-oxo-isoindolin-5-yl] methylcarbamoylamino]-4-methoxy-phenoxy] methyl]prop-2-enoate ClC=1C(=CC(=C(OCC(C(=O)OC(C)(C)C)=C)C1)NC(NCC=1C(=C2CN(C(C2=CC1)=O)C1C(NC(CC1)=O)=O)F)=O)OC